2-((2-((4-fluorophenethyl)amino)quinazolin-4-yl)amino)ethan-1-ol FC1=CC=C(CCNC2=NC3=CC=CC=C3C(=N2)NCCO)C=C1